CC1=NC(=CC=C1N1CCN(CC1)CC=1C=CC=2C3=C(C(NC2C1)=O)N=CO3)C(NC)=O 7-((4-(2-methyl-6-(methylcarbamoyl)pyridin-3-yl)piperazin-1-yl)methyl)oxazolo[4,5-c]quinolin-4(5H)-one